Acryl-Vinylchlorid C(=O)(C=C)C=CCl